(2-hydroxy-4-methoxyphenyl)-(4-methylphenyl)methanone OC1=C(C=CC(=C1)OC)C(=O)C1=CC=C(C=C1)C